N-iminoethyl-L-arginine N=CCN[C@@H](CCCNC(N)=N)C(=O)O